C1(CC1)C=1N=NN(C1)[C@H](C(=O)N1[C@@H](C[C@H](C1)O)C(=O)NC1C=2N(CCC1)N=CC2)C(C)(C)C (2S,4R)-1-[(2S)-2-(4-cyclopropyltriazol-1-yl)-3,3-dimethyl-butanoyl]-4-hydroxy-N-(4,5,6,7-tetrahydropyrazolo[1,5-a]pyridin-4-yl)pyrrolidine-2-carboxamide